[Si](C)(C)(C(C)(C)C)OCC1=CC=C(C=C1)NC1=NC(=CC=C1N)Cl N2-(4-(((tert-butyldimethylsilyl)oxy)methyl)phenyl)-6-chloropyridine-2,3-diamine